CC=1C(=NC=C(C1)N1CC=2N(CC1)C(=NN2)C(F)(F)F)CN (3-methyl-5-(3-(trifluoromethyl)-5,6-dihydro-[1,2,4]triazolo[4,3-a]pyrazin-7(8H)-yl)pyridin-2-yl)methylamine